ClC1=NC=NC2=CC(=CC=C12)C#CCCN(CC)C(C)O ((4-(4-chloroquinazolin-7-yl)but-3-yn-1-yl)(ethyl)amino)ethanol